tert-butyl 4-oxo-2-(1-(5-phenylpyridin-3-yl)cyclopropyl)-3,4,5,7,8,9-hexahydro-6H-pyrimido[5,4-c]azepine-6-carboxylate O=C1NC(=NC2=C1CN(CCC2)C(=O)OC(C)(C)C)C2(CC2)C=2C=NC=C(C2)C2=CC=CC=C2